3-benzyl-oxypropan-1-ol C(C1=CC=CC=C1)OCCCO